2-(4,4-dimethylcyclohex-1-en-1-yl)-4,4,5,5-tetramethyl-1,3,2-dioxaborolan CC1(CC=C(CC1)B1OC(C(O1)(C)C)(C)C)C